C(C)(C)C1CN(CCCN1)C1=NC=CC(=N1)NC=1C=C2C=NNC2=CC1 N-(2-(3-isopropyl-1,4-diazepan-1-yl)pyrimidin-4-yl)-1H-indazol-5-amine